6-(5-(2-(4-fluoro-3-methoxyphenyl)cyclopropyl)-[2,2'-bipyrimidin]-4-yl)-2-methylbenzo[d]thiazole FC1=C(C=C(C=C1)C1C(C1)C=1C(=NC(=NC1)C1=NC=CC=N1)C1=CC2=C(N=C(S2)C)C=C1)OC